10-(6-Fluoro-pyridin-3-yl)-6-methyl-6,7-dihydro-4,6-diaza-dibenzo[a,c]cyclohepten-5-one FC1=CC=C(C=N1)C=1C=CC2=C(C3=C(C(N(C2)C)=O)N=CC=C3)C1